2-(2,2-Difluorocyclopropane-1-carboxamido)-4-((2-methoxy-3-(1-methyl-1H-1,2,4-triazol-3-yl)phenyl)amino)-N-methylpyrimidine-5-carboxamide FC1(C(C1)C(=O)NC1=NC=C(C(=N1)NC1=C(C(=CC=C1)C1=NN(C=N1)C)OC)C(=O)NC)F